(R)-N4-(1-(3-nitro-5-(trifluoromethyl)phenyl)ethyl)-6-(pyrrolidin-1-yl)pyrido[3,4-d]pyrimidine-2,4-diamine [N+](=O)([O-])C=1C=C(C=C(C1)C(F)(F)F)[C@@H](C)NC=1C2=C(N=C(N1)N)C=NC(=C2)N2CCCC2